tetramethylyl-[1,1'-biphenyl] C=C1C(C(C(C(=C1)C1=CC=CC=C1)=C)=C)=C